FC1=CC=C2C(=CNC2=C1)CC(=O)NC1CCN(CC1)CC(=O)O 2-(4-(2-(6-fluoro-1H-indol-3-yl)acetamido)piperidin-1-yl)acetic acid